9-(4-(4-(4-bromophenyl)-6-phenyl-1,3,5-triazin-2-yl)phenyl)-9H-carbazole BrC1=CC=C(C=C1)C1=NC(=NC(=N1)C1=CC=CC=C1)C1=CC=C(C=C1)N1C2=CC=CC=C2C=2C=CC=CC12